(3R)-tetrahydro-3-furancarboxylic acid O1C[C@@H](CC1)C(=O)O